NCC1CCC(CC1)CN 1,4-Bisaminomethylcyclohexan